[Na+].OCCOCC(COCCCCCCS(=O)(=O)[O-])(COCCO)COCCO 6-(3-(2-hydroxyethoxy)-2,2-bis((2-hydroxyethoxy)methyl)propoxy)hexane-1-sulfonic acid sodium salt